9,9-bis(4-(2-hydroxyethoxy)phenyl)-2,7-dinaphthyl-fluorene OCCOC1=CC=C(C=C1)C1(C2=CC(=CC=C2C=2C=CC(=CC12)C1=CC=CC2=CC=CC=C12)C1=CC=CC2=CC=CC=C12)C1=CC=C(C=C1)OCCO